N-((1-(3-aminophenyl)piperidin-4-yl)methyl)-4-((8-ethoxy-7-(1-(1-ethoxyethyl)-1H-pyrazol-4-yl)-[1,2,4]triazolo[1,5-a]pyridin-2-yl)amino)-3-methylbenzenesulfonamide NC=1C=C(C=CC1)N1CCC(CC1)CNS(=O)(=O)C1=CC(=C(C=C1)NC1=NN2C(C(=C(C=C2)C=2C=NN(C2)C(C)OCC)OCC)=N1)C